N-(5-((2-(2-oxa-7-azaspiro[4.4]nonan-7-yl)ethyl)carbamoyl)-2-methylpyridin-3-yl)-2-(1-methyl-1H-pyrazol-4-yl)pyrazolo[5,1-b]thiazole-7-carboxamide C1OCCC12CN(CC2)CCNC(=O)C=2C=C(C(=NC2)C)NC(=O)C=2C=NN1C2SC(=C1)C=1C=NN(C1)C